(E)-1,2-ethylene dibromide C(CBr)Br